ethyl-(methyl)benzene C(C)C1=C(C=CC=C1)C